4-chloro-5-((3S,4S)-3-fluoro-4-((6-(1,3,5-trimethyl-1H-pyrazol-4-yl)pyrimidin-4-yl)oxy)pyrrolidin-1-yl)pyridazin-3(2H)-one ClC=1C(NN=CC1N1C[C@@H]([C@H](C1)OC1=NC=NC(=C1)C=1C(=NN(C1C)C)C)F)=O